(7Z)-7,9-decadienal C(CCCCC\C=C/C=C)=O